5-fluoro-1-phenyl-1H-pyrazole-4-carboxamide FC1=C(C=NN1C1=CC=CC=C1)C(=O)N